NC1=NC(=NC(=N1)N)C=C 2,4-Diamino-6-vinyl-S-triazine